N1=NC(C2=C1C=CC=N2)=O PYRAZOLO-PYRIDON